tert-Butyl 2-(6-(tert-butyl)pyrimidin-4-yl)-5-((2-ethoxy-2-oxoethyl)thio)-1H-indole-1-carboxylate C(C)(C)(C)C1=CC(=NC=N1)C=1N(C2=CC=C(C=C2C1)SCC(=O)OCC)C(=O)OC(C)(C)C